(1s,4s)-4-(2-(cyclopentylamino)-8-(2,6-dichlorophenylamino)-9H-purin-9-yl)cyclohexanecarboxamide C1(CCCC1)NC1=NC=C2N=C(N(C2=N1)C1CCC(CC1)C(=O)N)NC1=C(C=CC=C1Cl)Cl